C[C@]12C3CC[C@@]4(C(=CCC4C3CC=C2C[C@H](CC1)NC(C1=CC=NC=C1)=O)C=1C=NC=CC1)C N-((3S,10R,13S)-10,13-dimethyl-17-(pyridin-3-yl)-2,3,4,7,8,9,10,11,12,13,14,15-dodecahydro-1H-cyclopenta[a]phenanthren-3-yl)isonicotinamide